C(C)(C)(C)OC(=O)NCCC(=O)N1[C@@H](CCC1)C(=O)O |r| {3-[(tert-butoxycarbonyl)amino]propanoyl}-DL-proline